2-chloro-1-[5-fluoro-1-(2-trimethylsilylethoxymethyl)pyrazol-4-yl]ethanone ClCC(=O)C=1C=NN(C1F)COCC[Si](C)(C)C